methyl 1-(5-bromo-1-((tetrahydro-2H-pyran-4-yl)methyl)-1H-indole-3-carbonyl)-4-(4-fluorophenyl)piperidine-4-carboxylate BrC=1C=C2C(=CN(C2=CC1)CC1CCOCC1)C(=O)N1CCC(CC1)(C(=O)OC)C1=CC=C(C=C1)F